[Na].O1C(=CC(=O)C=2C(O)=CC(O)=CC12)C1=CC=C(O)C=C1 apigenin sodium salt